N1(CCCC1)CC1=CC(=NC=C1)NC=1SC2=C(N1)C=CC(=C2)N2C=NN=C2 N-(4-(pyrrolidin-1-ylmethyl)pyridin-2-yl)-6-(4H-1,2,4-triazol-4-yl)benzo[d]thiazol-2-amine